Cl.Cl.NC(C(=O)O)CN1N=CN=C1 2-amino-3-(1H-1,2,4-triazol-1-yl)propanoic acid dihydrochloride